C1(CCCC1)N1C(N(C=2C=NC(=CC21)NC2=CC(=CC=C2)OC)C)=O 1-cyclopentyl-6-((3-methoxyphenyl)amino)-3-methyl-1,3-dihydro-2H-imidazo[4,5-c]pyridin-2-one